NC1=C(C=CC=C1)NC1CN(CCOC1)CCOC1=C(C=NN1C)C1=NC(=CC(=C1)C(=O)OC)C methyl 2-[5-(2-{6-[(2-aminophenyl) amino]-1,4-oxazepan-4-yl} ethoxy)-1-methylpyrazol-4-yl]-6-methylpyridine-4-carboxylate